C1=CC=CC2=CC3=CC=CC=C3C(=C12)C1=CC=C(C=C1)Br 1-(9-anthryl)-4-bromobenzene